FC=1C=C2C(=C(C=NC2=C(C1)F)C(=O)N1CCN(CC1)S(=O)(=O)N1CCCC1)N1CCC2(OCCO2)CC1 (6,8-difluoro-4-(1,4-dioxa-8-azaspiro[4.5]decan-8-yl)quinolin-3-yl)(4-(pyrrolidin-1-ylsulfonyl)piperazin-1-yl)methanone